[2-[2-cyano-4-(trifluoromethyl)phenyl]sulfanylethyl]malononitrile C(#N)C1=C(C=CC(=C1)C(F)(F)F)SCCC(C#N)C#N